4-[[5-[5-(2-hydroxy-2-methyl-propoxy)-2-methyl-4-pyridyl]pyrazolo[1,5-a]pyridin-2-yl]amino]-6-methyl-N-(2,2,2-trifluoroethyl)pyrimidine-2-carboxamide OC(COC=1C(=CC(=NC1)C)C1=CC=2N(C=C1)N=C(C2)NC2=NC(=NC(=C2)C)C(=O)NCC(F)(F)F)(C)C